C(C)OCC1=C(C(=C(C(=N1)O)C(=O)N1C[C@H](CC1)C1=CC=CC=C1)O)C1=C(C=C(C=C1OC)F)OC 6-(ethoxymethyl)-5-(4-fluoro-2,6-dimethoxyphenyl)-3-[(3R)-3-phenylpyrrolidine-1-carbonyl]pyridine-2,4-diol